COC1CCN(CC1)C=1OC2=C(C=C(C=C2C(C1)=O)C)C(C)NC1=C(C(=O)OC)C=CC=C1 methyl 2-[1-[2-(4-methoxy-1-piperidyl)-6-methyl-4-oxo-chromen-8-yl]ethylamino]benzoate